((2R,3S,4R,5R)-5-(4-Aminopyrrolo[2,1-f][1,2,4]triazin-7-yl)-5-cyano-3,4-dihydroxytetrahydrofuran-2-yl) methylcyclohexanecarboxylate hemisulfate S(=O)(=O)(O)O.CC1(CCCCC1)C(=O)O[C@H]1O[C@@]([C@@H]([C@@H]1O)O)(C#N)C1=CC=C2C(=NC=NN21)N.NC2=NC=NN1C2=CC=C1[C@]1([C@@H]([C@@H]([C@H](O1)OC(=O)C1(CCCCC1)C)O)O)C#N